FC(C(C(F)(F)F)(O)C1=CC=C(C=C1)C1=C(C=C(C=C1)CN1[C@@H](CN(CC1)CC1=CC=NC=C1)CC(=O)OC(C)C)C)(F)F isopropyl (R)-2-(1-((4'-(1,1,1,3,3,3-hexafluoro-2-hydroxypropan-2-yl)-2-methyl-[1,1'-biphenyl]-4-yl)methyl)-4-(pyridin-4-ylmethyl)piperazin-2-yl)acetate